(1S,2S,3S,4R,5S)-5-(4-chloro-3-(4-ethoxybenzyl)phenyl)-1-(hydroxymethyl)-6,8-dioxabicyclo[3.2.1]octane-2,3,4-triol ClC1=C(C=C(C=C1)[C@]12[C@@H]([C@H]([C@@H]([C@](CO1)(O2)CO)O)O)O)CC2=CC=C(C=C2)OCC